3,4-dihydro-2H-quinoline-4-carboxamide N1CCC(C2=CC=CC=C12)C(=O)N